(2S,4R)-1-((4-benzoylbenzoyl)glycyl)-N-((R)-1-(4-carbamimidoylthiophen-2-yl)ethyl)-4-fluoro-4-(methoxymethyl)pyrrolidine-2-carboxamide C(C1=CC=CC=C1)(=O)C1=CC=C(C(=O)NCC(=O)N2[C@@H](C[C@@](C2)(COC)F)C(=O)N[C@H](C)C=2SC=C(C2)C(N)=N)C=C1